BrC1=CC(=C(C(=C1C#N)N1CCC(CC1)C1=NN=CN1C)C=1C=NC(=CC1)F)Cl 6-bromo-4-chloro-3-(6-fluoropyridin-3-yl)-2-[4-(4-methyl-1,2,4-triazol-3-yl)piperidin-1-yl]benzonitrile